C(CC)C=1N(C(NN1)=O)N propyl-4-amino-1,2,4-triazol-3-one